N-(4-chlorobenzo[d]isoxazol-3-yl)-2-methoxy-4,5-dimethylbenzenesulfonamide ClC1=CC=CC2=C1C(=NO2)NS(=O)(=O)C2=C(C=C(C(=C2)C)C)OC